ethyl-2-bromophenylglycine C(C)NC(C1=C(C=CC=C1)Br)C(=O)O